1,3-dioxo-6-(1,4-dioxa-8-azaspiro[4.5]decan-8-yl)-1H-benzo[de]isoquinolin-2(3H)-yl 4-methylbenzenesulfonate CC1=CC=C(C=C1)S(=O)(=O)ON1C(C2=CC=CC=3C2=C(C1=O)C=CC3N3CCC1(OCCO1)CC3)=O